(2R,3R,4R,5R)-5-(2-amino-6-(methylamino)-9H-purin-9-yl)-4-fluoro-2-((isobutyryloxy)methyl)-4-methyltetrahydrofuran-3-yl isobutyrate C(C(C)C)(=O)O[C@@H]1[C@H](O[C@H]([C@]1(C)F)N1C2=NC(=NC(=C2N=C1)NC)N)COC(C(C)C)=O